CN1N=CC(=C1)C=1N=CC=2N(C1)C(=CN2)C=2C(=NC=CC2)N[C@H]2CNCCC2 [6-(1-methylpyrazol-4-yl)imidazo[1,2-a]pyrazin-3-yl]-N-[(3R)-3-piperidinyl]pyridin-2-amine